1-(o-propenylphenoxy)-2,6-di-sec-butylbenzene C(=CC)C1=C(OC2=C(C=CC=C2C(C)CC)C(C)CC)C=CC=C1